N1N=C(C=C1)C(=O)OCC pyrazole-carboxylic acid, ethyl ester